3-(1,2,4-triazin-3-yl)-4-(trifluoromethyl)aniline N1=NC(=NC=C1)C=1C=C(N)C=CC1C(F)(F)F